CS(=O)(=O)C1=CC=C(C2=C1N=C(O2)N2CC1N(C(C2)C1)C(=O)OC(C)(C)C)C=1SC=CN1 tert-Butyl 3-(4-(methylsulfonyl)-7-(thiazol-2-yl)benzo[d]oxazol-2-yl)-3,6-diazabicyclo[3.1.1]heptane-6-carboxylate